1-((2-chlorophenyl)sulfonyl)piperazine tert-butyl-(R)-4-((3-mercaptopyrrolidin-1-yl)methyl)piperidine-1-carboxylate C(C)(C)(C)OC(=O)N1CCC(CC1)CN1C[C@@H](CC1)S.ClC1=C(C=CC=C1)S(=O)(=O)N1CCNCC1